COC(C(=CC1=CC=CC=C1)CCCCC)OC α-amylcinnamaldehyde dimethyl acetal